N-(2-aminoethyl)-3-aminopropyl-trimethoxysilane CO[Si](CCCNCCN)(OC)OC